COC([C@@H](CC1=C(C=C(C=C1)O)Cl)N)=O (2R)-2-amino-3-(2-chloro-4-hydroxyphenyl)propionic acid methyl ester